Dimethyl-maleat C/C(=C(/C(=O)[O-])\C)/C(=O)[O-]